CN1C(=O)N(C=2N=CNC2C1=O)CC(C)C 1-Methyl-3-Iso-butyl-xanthine